NCCOCCOCCOCCNCC=1C=CC(=NC1C1CC1)C(=O)NC1=CC(=CC=C1)[C@@H](CC1=NN=CN1C)C 5-(13-amino-5,8,11-trioxa-2-azatridecan-1-yl)-6-cyclopropyl-N-{3-[(2R)-1-(4-methyl-4H-1,2,4-triazol-3-yl)propan-2-yl]phenyl}pyridine-2-carboxamide